(R)-N-(1-(4-(cyclopropanesulfonamido)pyridin-2-yl)-3-(5-azaspiro[2.5]octan-5-yl)propyl)-5-(6-ethoxypyrazin-2-yl)thiazole-2-carboxamide C1(CC1)S(=O)(=O)NC1=CC(=NC=C1)[C@@H](CCN1CC2(CC2)CCC1)NC(=O)C=1SC(=CN1)C1=NC(=CN=C1)OCC